NC1CC(C1)NC=1C=C2C=CC(=NC2=CC1)N(CC(F)(F)F)C N6-(3-aminocyclobutyl)-N2-methyl-N2-(2,2,2-trifluoroethyl)quinoline-2,6-diamine